C(C1=CC=CC=C1)C1CC(C(C2=CC=CC=C12)=O)F 4-benzyl-2-fluoro-3,4-dihydronaphthalene-1(2H)-one